CC(CCCCCCCCCCCCCCCO)C 16-methylheptadecan-1-ol